(R)-N-(3,3-difluoro-1-(methyl-d3)piperidin-4-yl)-6-fluoro-5-(4-fluoro-1-(2-fluoroethyl)-1H-benzo[d]imidazol-6-yl)-4-methoxypyrrolo[2,1-f][1,2,4]triazin-2-amine FC1(CN(CC[C@H]1NC1=NN2C(C(=N1)OC)=C(C(=C2)F)C=2C=C(C1=C(N(C=N1)CCF)C2)F)C([2H])([2H])[2H])F